ClC1=NC(=NC(=N1)C1=CC=CC=C1)N1C2=C(C=C(C(=C2C=2C(=C(C=C(C12)[2H])[2H])[2H])[2H])[2H])[2H] 9-(4-chloro-6-phenyl-1,3,5-triazin-2-yl)-9H-carbazole-1,3,4,5,6,8-d6